C(C)(C)(C)OC(=O)N1C2=C(OCC1)N=CC(=C2C)N2CC=1N=C(N=CC1CC2)NC2=CC(=C(C=C2)C2CCN(CC2)C)CC#N tert-butyl-7-(2-{[3-(cyanomethyl)-4-(1-methylpiperidin-4-yl)phenyl]amino}-5H,6H,7H,8H-pyrido[3,4-d]pyrimidin-7-yl)-8-methyl-1H,2H,3H-pyrido[2,3-b][1,4]oxazine-1-carboxylate